(R)-N-(1-(6,7-difluoro-1-oxo-1,2-dihydroisoquinolin-4-yl)ethyl)-N-methyl-1,4,5,6-tetrahydrocyclopenta[b]pyrrole-2-carboxamide FC=1C=C2C(=CNC(C2=CC1F)=O)[C@@H](C)N(C(=O)C1=CC2=C(N1)CCC2)C